[Cr](=O)([O-])[O-].[Co+2] Cobalt chromite